8-(3-(pyrrolidin-1-ylsulfonyl)phenyl)quinazolin-2-amine N1(CCCC1)S(=O)(=O)C=1C=C(C=CC1)C=1C=CC=C2C=NC(=NC12)N